NC=1SC2=C(C1C#N)C(=CC=C2F)C2=C(C=C1C(=NC=NC1=C2F)C2CNCC2)Cl 2-Amino-4-[6-chloro-8-fluoro-4-[pyrrolidin-3-yl]quinazolin-7-yl]-7-fluoro-benzothiophene-3-carbonitrile